(2R,6S)-4-((5-(3-(1H-indazol-6-yl)-1,4-dihydro-thieno[2',3':4,5]cyclopenta[1,2-c]pyrazol-6-yl)pyridin-2-yl)methyl)-2,6-dimethylmorpholine N1N=CC2=CC=C(C=C12)C=1C2=C(NN1)C1=C(C2)SC(=C1)C=1C=CC(=NC1)CN1C[C@H](O[C@H](C1)C)C